C(C)(=O)OC\C=C\CCCCCCC (E)-deca-2-enyl acetate